C(C)OC1=C(C=CC(=C1)C1=NN=CN1C)NC=1N=CC2=C(N1)C(=NC(=C2)C)N2CC(C2)(C#N)C 1-(2-((2-ethoxy-4-(4-methyl-4H-1,2,4-triazol-3-yl)phenyl)amino)-6-methylpyrido[3,4-d]pyrimidin-8-yl)-3-methylazetidine-3-carbonitrile